6-tertiary butyl-8-fluoro-2,3-dimethylquinolin-4-yl acetate C(C)(=O)OC1=C(C(=NC2=C(C=C(C=C12)C(C)(C)C)F)C)C